6-((S)-1-(4,6-Difluoro-2-((3R,4R)-4-fluoro-3-(methylamino)piperidin-1-yl)-1H-benzo[d]imidazol-1-yl)ethyl)nicotinonitril FC1=CC(=CC=2N(C(=NC21)N2C[C@H]([C@@H](CC2)F)NC)[C@@H](C)C2=NC=C(C#N)C=C2)F